ClC1=CC=C(C=C1)S(=O)(=O)N1CCN(CC1)S(=O)(=O)CCNC(=O)N1N=C([C@H](C1)C1=CC=CC=C1)C1=CC=C(C=C1)F (S)-N'-((4-chlorophenyl)sulfonyl)-3-(4-fluorophenyl)-4-phenyl-N-(2-(piperazin-1-ylsulfonyl)ethyl)-4,5-dihydro-1H-pyrazole-1-carboxamide